(R)-tert-butylsulfenamide C(C)(C)(C)SN